ClC1=C(C=NC2=C(N=CC=C12)C1=CC(=CC(=C1)Cl)Cl)C(=O)OCC ethyl 4-chloro-8-(3,5-dichlorophenyl)-1,7-naphthyridine-3-carboxylate